C(C)(=O)O[C@H]1[C@@H]([C@H]([C@@H]([C@H]([C@@H]1O)O[C@H]1O[C@@H](CC[C@H]1N=[N+]=[N-])CN(C(=O)OCC1=CC=CC=C1)CC1=CC=CC=C1)N=[N+]=[N-])OC(C)=O)N=[N+]=[N-] (1S,2R,3S,4S,5R,6S)-2,4-diazido-5-(((2R,3R,6S)-3-azido-6-((benzyl((benzyloxy)carbonyl)amino)methyl)tetrahydro-2H-pyran-2-yl)oxy)-6-hydroxycyclohexane-1,3-diyl diacetate